C(C)(=O)O[C@@H](C(=O)NCCC(=O)ON1C(CCC1=O)=O)[C@H](C(=O)NCCC(=O)ON1C(CCC1=O)=O)OC(C)=O bis(2,5-dioxopyrrolidin-1-yl) 3,3'-(((2R,3R)-2,3-diacetoxysuccinyl)bis(azanediyl))dipropionate